tert-butyl 4-{6-fluoro-7-[({8-fluoro-2-methyl-octahydroimidazo[1,2-a]pyridin-6-yl}amino)(hydroxy)methyl]-2-methyl-octahydroindazol-4-yl}piperazine-1-carboxylate FC1CC(C2CN(NC2C1C(O)NC1CC(C2N(C1)CC(N2)C)F)C)N2CCN(CC2)C(=O)OC(C)(C)C